tetradecyltrityl-triphenylphosphine iodide [I-].C(CCCCCCCCCCCCC)C=1C(=C(C=CC1)P(C1=CC=CC=C1)C1=CC=CC=C1)C(C1=CC=CC=C1)(C1=CC=CC=C1)C1=CC=CC=C1